NC1=NN2C(C=C(C=C2)C=2C=C(C(=C(C(=O)NCCC(C)C3=CC=CC=C3)C2)C)F)=N1 5-{2-amino-[1,2,4]triazolo[1,5-a]pyridin-7-yl}-3-fluoro-2-methyl-N-(3-phenylbutyl)benzamide